ClC1=C(C=CC(=C1F)OC)C1=CN=C(N1C)C(=O)NC1=CC(=C(C=C1)C(=O)N1CCC(CC1)C(=O)N1C[C@@H](NCC1)CO)Cl 5-(2-chloro-3-fluoro-4-methoxy-phenyl)-N-[3-chloro-4-[4-[(3R)-3-(hydroxymethyl)piperazine-1-carbonyl]piperidine-1-carbonyl]phenyl]-1-methyl-imidazole-2-carboxamide